8-bromo-2-iodo-6-methoxy-3-(2,2,2-trifluoroethyl)imidazo[1,2-a]pyridine BrC=1C=2N(C=C(C1)OC)C(=C(N2)I)CC(F)(F)F